1,2-Bis(((5-(2-chlorophenethyl)-1,4,5,6-tetrahydro-1,3,5-triazin-2-yl)thio)methyl)benzene ClC1=C(CCN2CN=C(NC2)SCC2=C(C=CC=C2)CSC=2NCN(CN2)CCC2=C(C=CC=C2)Cl)C=CC=C1